2-(3-Hydroxyphenyl)-9-((1r,4r)-4-(methoxymethyl)cyclohexyl)-8-oxo-8,9-dihydro-7H-purine OC=1C=C(C=CC1)C1=NC=C2NC(N(C2=N1)C1CCC(CC1)COC)=O